2-isopropyl-2-(1-methyl-butyl)-1,3-dimethoxypropane C(C)(C)C(COC)(COC)C(CCC)C